C(CCCCCCCCCCC)C1=C(C=CC=C1)N=C=O dodecylphenylisocyanate